tert-butyl ((trans)-4-(hydroxymethyl)pyrrolidin-3-yl)carbamate OC[C@H]1[C@@H](CNC1)NC(OC(C)(C)C)=O